tricyclo[5.2.1.02,6]dec-3-ene-8,9-dicarboxylic acid C12C3C=CCC3C(C(C1C(=O)O)C(=O)O)C2